FC(N1N=CC(=C1)C1=NN=CO1)(F)F 5-[1-(trifluoromethyl)-1H-pyrazol-4-yl]-1,3,4-oxadiazole